C(C)(C)(C)OC(C(CC=O)NC(=O)OC(C)(C)C)=O 2-((Boc)amino)-4-oxobutanoic acid tert-butyl ester